COC1=C(C=C(C2=CC=CC=C12)OC)O 1,4-dimethoxy-2-naphthol